FC=1C=CC=C2C3=CC=C4C(=C3NC12)C(C1=CC=CC=C14)(C)C 10-fluoro-12,12-dimethyl-11,12-dihydroindeno[2,1-a]carbazole